1,1,2,3,4,4-hexafluoro-1-butene FC(=C(C(C(F)F)F)F)F